FC(C(CCC=CC)C)(F)F 6-(trifluoromethyl)hept-2-ene